1,2,5,6-tetrahydroxynaphthalene OC1=C(C=CC2=C(C(=CC=C12)O)O)O